Cl.FC1=C(C(=CC(=C1)S(=O)(=O)N1C[C@H](CC1)F)F)C1=NC2=NC(=CC=C2C(=C1)C)C1CCNCC1 2-{2,6-difluoro-4-[(3S)-3-fluoropyrrolidine-1-sulfonyl]phenyl}-4-methyl-7-(piperidin-4-yl)-1,8-naphthyridine hydrochloride